C1(=CC(=CC=C1)C1=NC(=CC(=N1)C1=CC=C(C=C1)Br)C1=CC=CC=C1)C1=CC=CC=C1 2-([1,1'-biphenyl]-3-yl)-4-(4-bromophenyl)-6-phenylpyrimidine